OC(=O)C(F)(F)F.ClC1=CC(=C(C=C1)CC1=CC=CC2=C1N=C1N2CCNC1)F 9-[(4-chloro-2-fluorophenyl)methyl]-1,2,3,4-tetrahydrobenzo[4,5]imidazo[1,2-a]pyrazine TFA salt